COC1=C2C(=NC=C1)NC(=C2)C=O 4-METHOXY-1H-PYRROLO[2,3-B]PYRIDINE-2-CARBALDEHYDE